C(#C)[Si](C1=CC=C(C=C1)C(F)(F)F)(C1=CC=C(C=C1)C(F)(F)F)C1=CC=C(C=C1)C(F)(F)F ethynyl-tris(4-trifluoromethylphenyl)silane